3-methyl-2-oxa-8-azaspiro[4.5]decane-4-amine dihydrochloride Cl.Cl.CC1OCC2(C1N)CCNCC2